(S)-3-hydroxybutyraldehyde O[C@H](CC=O)C